4-[2-(4-bromophenoxy)ethyl]-1,4-diazepan-2-one BrC1=CC=C(OCCN2CC(NCCC2)=O)C=C1